2,4-dimethyl-5,6-diethylpyrimidine CC1=NC(=C(C(=N1)C)CC)CC